COCCN(C=1N=C(C2=C(N1)C(=NC(=N2)N(CCOC)CCOC)N2CC(N(CC2)C)=O)N(C)CC=2C=CC(=C(C#N)C2)F)CCOC 5-(((2,6-bis(bis(2-methoxyethyl)amino)-8-(4-methyl-3-oxopiperazin-1-yl)pyrimido[5,4-d]pyrimidin-4-yl)(methyl)amino)methyl)-2-fluorobenzonitrile